N1N=CC2=CC(=CC=C12)NC1=NC(=NC=C1)C=1C=C(C=CC1)NC(=O)N1CCOCC1 N-[3-[4-(1H-indazol-5-ylamino)-2-pyrimidinyl]phenyl]-4-morpholinecarboxamide